Tripentaerythritol triacrylate C(C=C)(=O)O.C(C=C)(=O)O.C(C=C)(=O)O.OCC(CO)(COCC(CO)(COCC(CO)(CO)CO)CO)CO